4-(4-amino-3-morpholino-1H-pyrazol-1-yl)benzonitrile NC=1C(=NN(C1)C1=CC=C(C#N)C=C1)N1CCOCC1